OCC[N+](C)(C)C.C(CCCCCCCCCCCCCCC)(=O)OC[C@@H](OC(CCCCCCCCCCCCCCC)=O)COP(=O)(O)O 1,2-dipalmitoyl-sn-glycero-3-phosphate choline